S-(diisopropylarsino)-3-mercapto-1,2-propanediol C(C)(C)[As](SCC(CO)O)C(C)C